6-[(3S)-3-(cyanomethyl)piperazin-1-yl]-N-(3-hydroxy-1-naphthyl)-2-[(1-methyl-3-piperidyl)methoxy]pyrimidine-4-carboxamide C(#N)C[C@H]1CN(CCN1)C1=CC(=NC(=N1)OCC1CN(CCC1)C)C(=O)NC1=CC(=CC2=CC=CC=C12)O